C1(CC1)C=1C=C(OC2=CC=C3CCN(CC3=C2)C(C=C)=O)C=CC1 1-(7-(3-cyclopropylphenoxy)-3,4-dihydroisoquinolin-2(1H)-yl)prop-2-en-1-one